6-chloro-2-methyl-4H-benzo[d][1,3]oxazin-4-one ClC1=CC2=C(N=C(OC2=O)C)C=C1